ClC1=NC=C(C(=N1)N[C@H]1COCC1)C(=O)O (R)-2-chloro-4-((tetrahydrofuran-3-yl)amino)pyrimidine-5-carboxylic acid